1-methyldimethoxysilyl-6-(dimethylamino)(triethoxysilylpropylamino)methylsilylhexane C[Si](C(CCCCCN(C)C)[SiH2]CNCCC[Si](OCC)(OCC)OCC)(OC)OC